NCCNCCC[Si](OC(C)C)(OC(C)C)OC(C)C (2-aminoethyl)aminopropyltriisopropoxysilane